1-(3-(tert-butyl)-1-phenyl-1H-pyrazol-5-yl)-3-(2-fluoro-5-((3-keto-3,4-dihydropyrido[2,3-b]pyrazin-8-yl)oxy)phenyl)urea C(C)(C)(C)C1=NN(C(=C1)NC(=O)NC1=C(C=CC(=C1)OC1=CC=NC=2NC(C=NC21)=O)F)C2=CC=CC=C2